(S)-N-((S)-(3-chloro-2,4-difluorophenyl)(6,6-difluorospiro[3.3]heptan-2-yl)methyl)-2-oxoimidazolidine-4-carboxamide ClC=1C(=C(C=CC1F)[C@@H](NC(=O)[C@H]1NC(NC1)=O)C1CC2(C1)CC(C2)(F)F)F